COC=1C2=C(N=CN1)N(C1=C2C=CS1)[C@H]1[C@H](O)[C@H](O)[C@H](O1)CO 4-Methoxy-8-(β-D-ribofuranosyl)-8H-thieno[3',2':4,5]pyrrolo[2,3-d]pyrimidine